1,3-bis(2,6-diisopropylphenyl)3H-imidazol-1-ium chloride [Cl-].C(C)(C)C1=C(C(=CC=C1)C(C)C)[N+]1=CN(C=C1)C1=C(C=CC=C1C(C)C)C(C)C